BrC1=C(C(=C(C=C1)[C@H]1C(CN(CC1)C(=O)OC(C)(C)C)(F)F)F)F (S)-tert-butyl 4-(4-bromo-2,3-difluorophenyl)-3,3-difluoropiperidine-1-carboxylate